benzoyl-phenylphosphine oxide C(C1=CC=CC=C1)(=O)P(C1=CC=CC=C1)=O